CC(CCCCC=O)C 6-METHYLHEPTANAL